NC1C(NC2=C(C=N1)C=CC=C2)=O 3-amino-1,2-dihydro-3H-1,4-benzodiazepin-2-one